[OH-].C[N+](C)(C1CCCCC1)CC N,N-dimethyl-ethyl-cyclohexylammonium hydroxide